C1(=CC=C(C=C1)O)O 1,4-benzene-diol